BrC1=CC(=C(C(=O)NC2=CC(=CC=C2)S(=O)(=N[Si](C)(C)C(C)(C)C)N2CCC2)C=C1)N1CCC2(CC2)CC1 4-bromo-N-(3-(N-(tert-butyldimethylsilyl)azetidine-1-sulfonimidoyl)phenyl)-2-(6-azaspiro[2.5]octan-6-yl)benzamide